CC(C)(C)NC(=O)[C@@H]1[C@]2(C)[C@@H](CC1)[C@@H]1CC[C@H]3NC(C=C[C@]3(C)[C@H]1CC2)=O N-(1,1-DIMETHYLETHYL)-3-oxo-(5α,17β)-4-azaandrost-1-ene-17-carboxamide